BrC=1C(=C2C(=NC1)NC(=N2)C2=C(N(C(=C2)C)C2=C(C=CC(=C2)NS(=O)(=O)C)C)C)NC=2C=C(C=CC2)S(=O)(=O)N 3-((6-bromo-2-(2,5-dimethyl-1-(2-methyl-5-(methylsulfonylamino)phenyl)-1H-pyrrol-3-yl)-3H-imidazo[4,5-b]pyridin-7-yl)amino)benzenesulfonamide